2-methyl-3,4-thiophenedicarboxylic acid di-n-butyl ester C(CCC)OC(=O)C1=C(SC=C1C(=O)OCCCC)C